3-(2-bromo-5-hydroxyphenyl)prop-2-enamide Sodium [Na].BrC1=C(C=C(C=C1)O)C=CC(=O)N